methyl 8-methyl-6-oxo-5H-1,5-naphthyridine-3-carboxylate CC1=CC(NC=2C=C(C=NC12)C(=O)OC)=O